3-(5-(6-fluoro-3,3-dimethylindoline-1-carbonyl)-1-oxoisoindolin-2-yl)piperidine-2,6-dione FC1=CC=C2C(CN(C2=C1)C(=O)C=1C=C2CN(C(C2=CC1)=O)C1C(NC(CC1)=O)=O)(C)C